C1(=CC=CC=C1)C=1OC(=C(N1)N1C=C(C=2C=CC=NC2C1=O)C)C1=CC=CC=C1 7-(2,5-diphenyloxazol-4-yl)-5-methyl-1,7-naphthyridin-8(7H)-one